C(C=C)(=O)[Ti].[Cu] copper alloyl-titanium